C(=O)O.C(C)OC1=C(N=C2N1C=C(C=N2)C(=O)NC2=NC=C(C=C2)N2CCNCC2)C ethoxy-2-methyl-N-(5-(piperazin-1-yl)pyridin-2-yl)imidazo[1,2-a]pyrimidine-6-carboxamide formate